4,7-dibromo-5,6-bis(dodecyloxy)benzothiadiazoleN BrC1=C(C(=C(C2=C1N=NS2)Br)OCCCCCCCCCCCC)OCCCCCCCCCCCC